N-[5-(chloromethyl)thiazol-2-yl]-N-methyl-acetamide ClCC1=CN=C(S1)N(C(C)=O)C